2-bromo-9-(difluoromethyl)-6-(4-(trifluoromethoxy)phenyl)-9H-purine BrC1=NC(=C2N=CN(C2=N1)C(F)F)C1=CC=C(C=C1)OC(F)(F)F